COC(=O)C1=CC(=NN1C)COS(=O)(=O)C 1-methyl-3-(((methylsulfonyl)oxy)methyl)-1H-pyrazole-5-carboxylic acid methyl ester